Cl.CC1=C(N=NN1C1CCNCC1)C=1C=C(C=2N(C1)N=CC2C#N)OC(C)C=2SC(=NN2)C 6-[5-Methyl-1-(4-piperidyl)triazol-4-yl]-4-[1-(5-methyl-1,3,4-thiadiazol-2-yl)ethoxy]pyrazolo[1,5-a]pyridine-3-carbonitrile HCl